N-(5-(Tert-butyl)pyridin-3-yl)-6-(pyrazolo[1,5-a]pyrazin-3-carbonyl)-4,5,6,7-tetrahydrothieno[2,3-c]pyridin-3-carboxamid C(C)(C)(C)C=1C=C(C=NC1)NC(=O)C1=CSC=2CN(CCC21)C(=O)C=2C=NN1C2C=NC=C1